ClC=1C=C(C=CC1)[C@@H](CO)NC(=O)C1=CN(C=C1)C1=NC(=NC=C1F)NC1CCOCC1 (S)-N-(1-(3-chlorophenyl)-2-hydroxyethyl)-1-(5-fluoro-2-((tetrahydro-2H-pyran-4-yl)amino)pyrimidin-4-yl)-1H-pyrrole-3-amide